1-(4-methoxyphenyl)-3-(furan-2-yl)propane-1,3-dione boron difluoride [B](F)F.COC1=CC=C(C=C1)C(CC(=O)C=1OC=CC1)=O